N-pyrazinyl-2-formyl-S-methyl-L-cysteinyl-O-methyl-L-seryl-L-phenylalanyl-methyloxirane N1=C(C=NC=C1)N[C@@](CSC)(C(=O)N[C@@H](COC)C(=O)N[C@@H](CC1=CC=CC=C1)C(=O)C1(OC1)C)C=O